5-(indol-3-ylmethyl)-3-methyl-2-thio-hydantoin N1C=C(C2=CC=CC=C12)CC1C(N(C(N1)=S)C)=O